(3R)-(1-(2,2-dimethyltetrahydro-2H-pyran-4-yl)pyrrolidin-3-ylamino)-3-nitrobenzenesulfonamide CC1(OCCC(C1)N1C[C@@H](CC1)NC1=C(C=CC=C1[N+](=O)[O-])S(=O)(=O)N)C